3-Amino-5-ethylthieno[2,3-d]pyridazin-4(5H)-one hydrochloride Cl.NC1=CSC=2C=NN(C(C21)=O)CC